(S)-7-(tert-butyl)-N-((R)-1-(4-(5-fluoro-6-oxo-1,6-dihydropyridin-3-yl)phenyl)-3-(4-hydroxypiperidin-1-yl)propyl)-5,6,7,8-tetrahydrothiazolo[5,4-b]quinoline-2-carboxamide C(C)(C)(C)[C@@H]1CC=2C=C3C(=NC2CC1)SC(=N3)C(=O)N[C@H](CCN3CCC(CC3)O)C3=CC=C(C=C3)C3=CNC(C(=C3)F)=O